(S)-(2'-amino-5'-bromo-[2,3'-bipyridin]-5-yl)(3-hydroxypyrrolidin-1-yl)methanone NC1=NC=C(C=C1C1=NC=C(C=C1)C(=O)N1C[C@H](CC1)O)Br